C1(CCCCC1)N1C=NC2=C1C1=C(OC2=O)C=CC=C1 1-cyclohexyl-[1]benzopyrano[3,4-d]imidazol-4(1H)-one